2,3,5-Triethyl-6-methyl-4-ethoxy-phenol C(C)C1=C(C(=C(C(=C1CC)OCC)CC)C)O